C(C=C\C=C\C=C\CCCCCCCCC)(=O)O (4E,7E,10E)-Hexadecatrienoic acid